N-[9-Ethyl-6,6-dimethyl-8-(4-morpholine-4-yl-piperidine-1-yl)-11-oxo-6,11-dihydro-5H-benzo[b]carbazole-3-yl]-benzamide C(C)C1=CC2=C(C(C=3NC4=CC(=CC=C4C3C2=O)NC(C2=CC=CC=C2)=O)(C)C)C=C1N1CCC(CC1)N1CCOCC1